5-bromo-N-(1-(piperidin-4-yl)-1H-pyrazol-4-yl)imidazo[1,2-a]pyrazin-8-amine BrC1=CN=C(C=2N1C=CN2)NC=2C=NN(C2)C2CCNCC2